(3ar,5r,6ar)-acetic acid 6-(cyclopropylethynyl)-5-(hydroxymethyl)-2,2-dimethyltetrahydrofurano[2,3-d][1,3]dioxol-6-yl ester C1(CC1)C#CC1([C@H](O[C@@H]2OC(O[C@@H]21)(C)C)CO)OC(C)=O